NC1CCC(CC1)NC1=NC2=C(C=C(C=C2C=N1)C1=C(C=C(C=N1)NS(=O)(=O)C1=C(C=CC=C1)Cl)F)CC N-(6-(2-(((1r,4r)-4-aminocyclohexyl)amino)-8-ethylquinazolin-6-yl)-5-fluoropyridin-3-yl)-2-chloro-benzenesulfonamide